[C@@H]12CN(C[C@H](CCC1)N2)C(=O)OCC2=CC=CC=C2 benzyl (1S,5S)-3,9-diazabicyclo[3.3.1]nonane-3-carboxylate